C(C)(=O)OCC(C[C@H]1O[C@@H](C([C@@H]1OCC1=CC=CC=C1)O)[C@H]([C@H]1OC(CCC1=O)CC=C)OC(C)=O)OC(C)=O 3-((2R,3S,5S)-5-((1R)-acetoxy((2R)-6-allyl-3-oxotetrahydro-2H-pyran-2-yl)methyl)-3-(benzyloxy)-4-hydroxytetrahydrofuran-2-yl)propane-1,2-diyl diacetate